C(CCCCCCC)C(CCCCCCCC)OC(CCCCCCCOCC(COC(=O)ON1C(CCC1=O)=O)OCCCCCCCC(=O)OC(CCCCCCCC)CCCCCCCC)=O 8-[3-(2,5-dioxopyrrolidin-1-yl)oxycarbonyloxy-2-[8-(1-octylnonyloxy)-8-oxo-octyloxy]propoxy]octanoic acid 1-octylnonyl ester